Cl.Cl.FC(CN)CN 2-Fluoropropane-1,3-diamine dihydrochloride